CC1=C(C=C(C=C1)NC(=O)C12CC(C1)(C2)C(F)(F)F)C2=NC=CC=C2 N-(4-methyl-3-pyridin-2-ylphenyl)-3-(trifluoromethyl)bicyclo[1.1.1]pentane-1-carboxamide